(S)-6-(1-amino-1,3-dihydrospiro[indene-2,4'-piperidin]-1'-yl)-3-(1-(thiazol-2-yl)cyclopropyl)-1,5-dihydro-4H-pyrazolo[3,4-d]pyrimidin-4-one N[C@@H]1C2=CC=CC=C2CC12CCN(CC2)C=2NC(C1=C(N2)NN=C1C1(CC1)C=1SC=CN1)=O